ethyl 2-(2-((4-((S)-2-(4-chloro-2-fluorophenyl)-2-methylbenzo[d][1,3]dioxol-4-yl)piperidin-1-yl)methyl)-4-methyl-1-(((S)-oxetan-2-yl)methyl)-1H-imidazol-5-yl)cyclopropane-1-carboxylate ClC1=CC(=C(C=C1)[C@@]1(OC2=C(O1)C=CC=C2C2CCN(CC2)CC=2N(C(=C(N2)C)C2C(C2)C(=O)OCC)C[C@H]2OCC2)C)F